2-((1-(6-Methyl-2-(2-methyl-1-oxo-1,2-dihydroisoquinolin-6-yl)-4-oxo-4H-chromen-8-yl)ethyl)amino)benzene CC=1C=C2C(C=C(OC2=C(C1)C(C)NC1=CC=CC=C1)C=1C=C2C=CN(C(C2=CC1)=O)C)=O